CCCCC/C=C\\C=C/1\\[C@@H](O1)CCCCCCCC(=O)O The molecule is an epoxy fatty acid that is oxirane substituted by a (2Z)-oct-2-en-1-ylidene group and a 7-carboxyheptyl group at positions 2 and 3, respectively. It is a long-chain fatty acid, a polyunsaturated fatty acid and an epoxy fatty acid. It derives from a linoleic acid. It is a conjugate acid of a (9S),10-epoxy-(10,12Z)-octadecadienoate.